C1(=CC=CC=2C(C3=CC=CC=C3C(C12)=O)=O)S(=O)(=O)[O-] anthraquinone-1-sulfonate